3,8-dihydroxy-6H-benzo[c]chromene OC1=CC=C2C3=C(COC2=C1)C=C(C=C3)O